tert-butyl (3S,6R)-4-benzyl-6-hydroxy-3-isobutyl-1,4-diazepane-1-carboxylate C(C1=CC=CC=C1)N1[C@H](CN(C[C@@H](C1)O)C(=O)OC(C)(C)C)CC(C)C